ClC=1C(=C(C=NC1)C1CN(C1)C(=O)[C@@H]1CC[C@H]2N1C([C@H](CCC2)NC(=O)C2=CC1=C(S2)C=CC(=C1)C(F)P(O)(O)=O)=O)F ((2-(((3S,6S,9aS)-3-(3-(5-chloro-4-fluoropyridin-3-yl)azetidine-1-carbonyl)-5-oxooctahydro-1H-pyrrolo[1,2-a]azepin-6-yl)carbamoyl)benzo[b]thiophen-5-yl)fluoromethyl)phosphonic acid